NCCCCCC(C(CCC(=O)NCCCCCN(C(CCC(=O)N)=O)O)=O)O N'-[5-(10-amino-5-hydroxy-4-oxo-decanoylamino)-pentyl]-N'-hydroxy-succinamide